FC1=C(C=CC(=C1)OC1=CC(=NC=C1)N1CC(CC1)C(F)(F)F)NC1=C2C(=NC=N1)NN=C2C2CCN(CC2)C(C=C)=O 1-(4-(4-((2-fluoro-4-((2-(3-(trifluoromethyl)pyrrolidin-1-yl)pyridin-4-yl)oxy)phenyl)amino)-1H-pyrazolo[3,4-d]pyrimidin-3-yl)piperidin-1-yl)prop-2-en-1-one